ClC=1C=C(C=CC1F)N1C(=CC2=CC=CC(=C12)F)C N-(3-chloro-4-fluorophenyl)-7-fluoro-2-methyl-1H-indol